tert-butyl (R)-2-(3-(azidomethyl)bicyclo[1.1.1]pentan-1-yl)-3-oxohexahydroimidazo[1,5-a]pyrazine-7(1H)-carboxylate N(=[N+]=[N-])CC12CC(C1)(C2)N2C(N1[C@@H](CN(CC1)C(=O)OC(C)(C)C)C2)=O